acryloyl-N-methylamine C(C=C)(=O)NC